C(C1=CC=CC=C1)OC(C(CO)(F)F)=O.CN1C(=C(C=C1C)C1=NN2C(=NC=3C=CC=CC3C2=N1)NC=1C(N=CC=CC1)=O)C (3R)-3-{[2-(1,2,5-trimethyl-1H-pyrrol-3-yl)[1,2,4]triazolo[1,5-c]quinazolin-5-yl]amino}azepin-2-one benzyl-2,2-difluoro-3-hydroxypropanoate